2-[(2S)-1,4-dibenzylpiperazin-2-yl]ethanamine C(C1=CC=CC=C1)N1[C@H](CN(CC1)CC1=CC=CC=C1)CCN